CN1CCN(CC1)C=1C=C(C=CC1)NC1=NC=CC(=N1)C1=CC=C(C=C1)C(=O)N1[C@@H](CCC1)C(F)(F)F (S)-(4-(2-((3-(4-Methylpiperazin-1-yl)phenyl)amino)pyrimidin-4-yl)phenyl)(2-(trifluoromethyl)pyrrolidin-1-yl)methanone